2-(3-chloro-5-ethyl-4-(2-fluoro-4-hydroxy-3-isopropylbenzyl)phenoxy)-N-(3,4-dimethylisoxazol-5-yl)acetamide ClC=1C=C(OCC(=O)NC2=C(C(=NO2)C)C)C=C(C1CC1=C(C(=C(C=C1)O)C(C)C)F)CC